(S)-N-(4-(1-(2-cyanoacetyl)-3-methyl-1,2,3,6-tetrahydropyridin-4-yl)-1H-pyrrolo[2,3-b]pyridin-6-yl)cyclopropylcarboxamide C(#N)CC(=O)N1C[C@H](C(=CC1)C1=C2C(=NC(=C1)NC(=O)C1CC1)NC=C2)C